ClC1=CC(=C(CC2=CC=C(C(=N2)OC2CCNCC2)F)C=C1)F 6-(4-chloro-2-fluorobenzyl)-3-fluoro-2-(piperidin-4-yloxy)pyridine